(Z)-4-((2-Methoxy-4-(picolinamido)phenyl)diazenyl)-1-methylpyridin-1-ium iodide [I-].COC1=C(C=CC(=C1)NC(C1=NC=CC=C1)=O)\N=N/C1=CC=[N+](C=C1)C